15,17-dihydroxyandrost-1,4-dien-3-one OC1CC([C@]2(C)[C@@H]1[C@@H]1CCC3=CC(C=C[C@]3(C)[C@H]1CC2)=O)O